CN1CCN(CC1)C1=C(C=C(C(=O)Cl)C=C1)C(F)(F)F 4-(4-methylpiperazin-1-yl)-3-(trifluoromethyl)benzoyl chloride